COC1=NC=CC(=C1)C1=CC2=C(N=CN=C2)N1 6-(2-methoxypyridin-4-yl)-7H-pyrrolo[2,3-d]pyrimidin